OC=1C=NC2=CC=CC=C2N1 3-Hydroxyquinoxaline